1-(2-(benzyl-(propargyl)amino)ethyl)-2-methyl-3-hydroxypyridin-4(1H)-one C(C1=CC=CC=C1)N(CCN1C(=C(C(C=C1)=O)O)C)CC#C